5-isopropyl-3-(trifluoromethyl)-1H-pyrazole C(C)(C)C1=CC(=NN1)C(F)(F)F